C(C)(C)(C)OC(=O)N[C@H]1CN(C[C@@H]1F)C(=O)OCC1=CC=CC=C1 benzyl (3S,4S)-3-(tert-butoxycarbonylamino)-4-fluoro-pyrrolidine-1-carboxylate